[13C8]tyramine N[13CH2][13CH2][13C]1=[13CH][13CH]=[13C]([13CH]=[13CH]1)O